lithium (trimethylsilyl)methyl-1,5,6,7-tetrahydro-s-indacenide C[Si](C)(C)C[C-]1C=CC2=CC=3CCCC3C=C12.[Li+]